3-(1-methyl-6-(4-(((3s,4s)-3-methylpiperidin-4-yl)methyl)piperazin-1-yl)-1H-indazol-3-yl)piperidine-2,6-dione CN1N=C(C2=CC=C(C=C12)N1CCN(CC1)C[C@@H]1[C@@H](CNCC1)C)C1C(NC(CC1)=O)=O